C(C)C1=CC=2C(N(CC(C2S1)C)CC(=O)OCC)=O Ethyl 2-(2-ethyl-7-methyl-4-oxo-6,7-dihydrothieno[3,2-c]pyridin-5(4H)-yl)acetate